ClC1=C(C=CC(=C1)F)NC1=NC=C(C(=N1)C=1N=C(OC1)C(=O)NCC1=CC(=CC=C1)Cl)C 4-(2-((2-chloro-4-fluorophenyl)amino)-5-methylpyrimidin-4-yl)-N-(3-chlorobenzyl)oxazole-2-carboxamide